FC1=C(OC2CCN(CC2)NC2=CC=CC(=C2)S(=O)(=O)C)C=CC(=C1)F 4-(2,4-difluorophenoxy)piperidin-1-yl-5-(methylsulfonyl)aniline